4-(8-methoxy-6-methylpyrido[3,2-d]pyrimidin-2-yl)morpholine COC1=CC(=NC2=C1N=C(N=C2)N2CCOCC2)C